BrC1=C(OCCN(C)C)C=C(C=C1)[N+](=O)[O-] 2-(2-bromo-5-nitrophenoxy)-N,N-dimethylethan-1-amine